N1=CC(=C2N1C(=CC=N2)N)N pyrazolo[1,5-a]pyrimidine-3,7-diamine